ClC1=NC=C(C(=C1)C1=C(C=NC(=C1)C)C(=O)NC=1SC2=C(N1)CN(C2)C(=O)C2=NC=NC=C2Cl)OC 2'-chloro-N-(5-(5-chloropyrimidine-4-carbonyl)-5,6-dihydro-4H-pyrrolo[3,4-d]thiazol-2-yl)-5'-methoxy-6-methyl-[4,4'-bipyridine]-3-carboxamide